9-chloro-6-(2-fluorophenyl)-4H-pyrazolo[1,5-a][1]benzazepine-2-carboxylic acid ClC1=CC2=C(C(=CCC=3N2N=C(C3)C(=O)O)C3=C(C=CC=C3)F)C=C1